(2R)-1,1,1-trifluoro-3-hydroxypropan FC(CCO)(F)F